NC1=NC(=CC(=C1)C1=NC(=C(C=C1)NC(=O)C=1C(=NOC1C)C1=CC=CC=C1)OC)C (2'-amino-6-methoxy-6'-methyl-[2,4'-bipyridyl]-5-yl)-5-methyl-3-phenylisoxazole-4-carboxamide